3-Bromo-9-[1,1':3',1''-terphenyl]-5'-yl-9H-carbazole BrC=1C=CC=2N(C3=CC=CC=C3C2C1)C=1C=C(C=C(C1)C1=CC=CC=C1)C1=CC=CC=C1